N-(2-(4,4-difluorocyclohexyl)-4-(2,5-difluorophenyl)pyridin-3-yl)-6-(1-ethoxyvinyl)-5-fluoronicotinamide FC1(CCC(CC1)C1=NC=CC(=C1NC(C1=CN=C(C(=C1)F)C(=C)OCC)=O)C1=C(C=CC(=C1)F)F)F